BrC=1C=C(SC1Br)C(CCC(=O)OC)=O methyl 4-(4,5-dibromothiophen-2-yl)-4-oxobutanoate